(R)-1-(4-((5-(1-(2,2-difluoroethyl)-4-fluoro-1H-benzo[d]imidazol-6-yl)-6-fluoro-4-(methoxy-d3)pyrrolo[2,1-f][1,2,4]triazin-2-yl)amino)-3,3-difluoropiperidin-1-yl)-2-hydroxyethan-1-one FC(CN1C=NC2=C1C=C(C=C2F)C=2C(=CN1N=C(N=C(C12)OC([2H])([2H])[2H])N[C@H]1C(CN(CC1)C(CO)=O)(F)F)F)F